ClC1=CC=C(C=C1)C1=CC=2C3=C(C=NC2C=C1)N(C(N3C=3C(=CC(=C(C#N)C3)N3CCN(CC3)C)C)=N)C 5-(8-(4-Chlorophenyl)-2-imino-3-methyl-2,3-dihydro-1H-imidazo[4,5-c]quinolin-1-yl)-4-methyl-2-(4-methylpiperazin-1-yl)benzonitrile